C(C)OC1=C(C=O)C(=CC(=C1)O)OCC 2,6-Diethoxy-4-hydroxy-benzaldehyd